ClC=1C=C(C=CC1N1C=NN(C1=O)C)C1=C(C(=CC(=C1)F)C1=CC(=NC=C1)N1CCNCC1)O 4-(3-chloro-5'-fluoro-2'-hydroxy-3'-(2-(piperazin-1-yl)pyridin-4-yl)-[1,1'-biphenyl]-4-yl)-1-methyl-1H-1,2,4-triazol-5(4H)-one